5-(3-fluoro-4-methoxyphenyl)-1-methyl-1H-benzo[d]imidazol FC=1C=C(C=CC1OC)C1=CC2=C(N(C=N2)C)C=C1